(3R,4S)-3-((7-cyano-5-(isopropylamino)-2,6-naphthyridin-3-yl)amino)-4-fluoropiperidine-1-carboxylic acid tertButyl ester C(C)(C)(C)OC(=O)N1C[C@H]([C@H](CC1)F)NC=1N=CC2=CC(=NC(=C2C1)NC(C)C)C#N